OCC1=C(C=C(C2=C1CCO2)C2=CC=C(C=C2)OC(F)(F)F)CNS(=O)(=O)C=C N-((4-(hydroxymethyl)-7-(4-(trifluoromethoxy)phenyl)-2,3-dihydrobenzofuran-5-yl)methyl)ethenesulfonamide